(S)-6-Ethyl-3-((3-(3-(2-(methylamino)propanamido)propoxy)phenyl)amino)pyrazine-2-carboxamide C(C)C1=CN=C(C(=N1)C(=O)N)NC1=CC(=CC=C1)OCCCNC([C@H](C)NC)=O